BrC=1C=C(C(=NC1)N)OC(C)C1=C(C(=CC=C1Cl)F)Cl 5-bromo-3-(1-(2,6-dichloro-3-fluorophenyl)ethoxy)pyridin-2-amine